ClC1=C(C(=O)NC=2C=C3C=C(N(C3=CC2)C(C)C)C(=O)NC2=CC=CC=3CCCCC23)C=C(C=C1)CNC(C(C)C)=O 5-(2-chloro-5-(isobutyrylaminomethyl)benzoylamino)-1-isopropyl-N-(5,6,7,8-tetrahydronaphthalen-1-yl)-1H-indole-2-carboxamide